N5-cyclopropyl-N-methyl-1H-pyrazole-3,5-dicarboxamide C1(CC1)NC(=O)C1=CC(=NN1)C(=O)NC